(3S)-5-(2-cyclopropylphenyl)-2,3-dihydrospiro[indene-1,3'-pyrrolidin]-3-ol C1(CC1)C1=C(C=CC=C1)C=1C=C2[C@H](CC3(CNCC3)C2=CC1)O